1-cyclobutylpiperidine-2,4-dione C1(CCC1)N1C(CC(CC1)=O)=O